P(OOC)([O-])=O monomethoxy phosphonate